NC=1SC2=C(N1)C(=CC=C2)C2=C(C=C1C(=NC(=NC1=C2F)N2CC1(C2)CC(N(C=2N1C=CN2)C)=O)N2CCNCC2)Cl r-[7-(2-amino-1,3-benzothiazol-4-yl)-6-chloro-8-fluoro-4-piperazin-1-yl-quinazolin-2-yl]-8-methyl-spiro[6H-imidazo[1,2-a]pyrimidine-5,3'-azetidine]-7-one